tert-butyl (7-cyano-6-((diethoxyphosphoryl)difluoromethyl)isoquinolin-3-yl)(4,4,4-trifluorobutyl)carbamate C(#N)C1=C(C=C2C=C(N=CC2=C1)N(C(OC(C)(C)C)=O)CCCC(F)(F)F)C(F)(F)P(=O)(OCC)OCC